Cl.C(#N)C[C@H]1CNCC[C@@H]1NC(OCC1=CC=CC=C1)=O benzyl ((3S,4S)-3-(cyanomethyl)piperidin-4-yl)carbamate hydrochloride